phenyl-2-methyl-1-propanol C1(=CC=CC=C1)C(C(C)C)O